C(C)(C)C1=C(C=CC=C1)C1N(C(CN(C1)CC1=CC=C(C=C1)C)=O)C1CC2(C1)CCN(CC2)C(=O)OC(C)(C)C tert-butyl 2-(2-(2-isopropylphenyl)-4-(4-methylbenzyl)-6-oxopiperazin-1-yl)-7-azaspiro[3.5]nonane-7-carboxylate